N-(3-(difluoromethyl)-4-methyl-1H-indol-7-yl)-2-methylthiazole-5-sulfonamide FC(C1=CNC2=C(C=CC(=C12)C)NS(=O)(=O)C1=CN=C(S1)C)F